FC1=CC=C(C=C1)[C@@H]1N(CCC2=CC=CC=C12)C(=O)[C@H]1CC2=C(N(C=N2)C)CO1 ((S)-1-(4-fluorophenyl)-3,4-dihydroisoquinolin-2(1H)-yl)((R)-3-methyl-3,4,6,7-tetrahydropyrano[3,4-d]imidazol-6-yl)methanone